CC(CCOC(CO)C1=CC=CC=C1)CCC=C(CC)C 2-((3,7-dimethylnon-6-en-1-yl)oxy)-2-phenylethan-1-ol